CN1CCC(CC1)NC(OC(C)(C)C)=O tert-butyl (1-methylpiperidin-4-yl)carbamate